N[C@@H]1C[C@@H](N(C1)C(=O)NC1=CC=C(C=C1)Cl)C(=O)NC1=C(C=CC(=C1)C(CCC1CC1)(N[S@](=O)C(C)(C)C)C1=CC(=CC=C1)C#N)F (2R,4R)-4-amino-N1-(4-chlorophenyl)-N2-(5-(1-(3-cyanophenyl)-3-cyclopropyl-1-((R)-1,1-Dimethylethylsulfinylamino)propyl)-2-fluorophenyl)pyrrolidine-1,2-dicarboxamide